C1(=C(C=CC2=CC=CC=C12)C1=CC=C(C=C1)C1=NC(=NC(=N1)C1=CC=CC=C1)C1=CC=CC=C1)C1=CC=C(C=C1)C1=NC(=NC(=N1)C1=CC=CC=C1)C1=CC=CC=C1 6'-(naphthalene-1,2-diylbis(4,1-phenylene))bis(2,4-diphenyl-1,3,5-triazine)